CC(CCCCCC)OC(C1=CC=C(C=C1)N(C)C)=O 4-(dimethylamino)-benzoic acid-2-octyl ester